N1(CC(CCC1)C(=O)[O-])C(=O)[O-] piperidine-1,3-dicarboxylate